5-[4-amino-5-(trifluoromethyl)pyrrolo[2,1-f][1,2,4]triazin-7-yl]-4-fluoro-N-[(3R,4S)-4-fluoro-1-[(2R)-3,3,3-trifluoro-2-hydroxypropanoyl]pyrrolidin-3-yl]-2-methylbenzamide NC1=NC=NN2C1=C(C=C2C=2C(=CC(=C(C(=O)N[C@@H]1CN(C[C@@H]1F)C([C@H](C(F)(F)F)O)=O)C2)C)F)C(F)(F)F